C[N+](C)(CCO)C[18F] 18F-fluorocholine